(adamantan-1-yl)-N-(2-naphthyl)amine C12(CC3CC(CC(C1)C3)C2)NC2=CC3=CC=CC=C3C=C2